COC=1C=C(C=C(C1)OC(F)(F)F)N(C(=O)C=1N=C(SC1)C#C[Si](C(C)C)(C(C)C)C(C)C)[C@H]1C(N(CC1)CC(F)(F)F)=O (R)-N-(3-methoxy-5-(trifluoromethoxy)phenyl)-N-(2-oxo-1-(2,2,2-trifluoroethyl)pyrrolidin-3-yl)-2-((triisopropylsilyl)ethynyl)thiazole-4-carboxamide